dipalmitoyl-imidazolebisamide C(CCCCCCCCCCCCCCC)(=O)NC(=O)C=1NC(=C(N1)C(=O)N)C(CCCCCCCCCCCCCCC)=O